ClC=1C(=C(C=CC1F)N(C(=O)[C@H]1N(C(N(C1)C(=O)[O-])=O)C1=CC(=C2C(=N1)SC=C2)C(F)(F)F)C)F (S)-4-((3-chloro-2,4-difluorophenyl)(methyl)carbamoyl)-2-oxo-3-(4-(trifluoromethyl)thieno[2,3-b]pyridin-6-yl)imidazolidine-1-carboxylate